FC1=NC=C(C2=C1C[C@@H]1CC[C@H]2N1)OC (5R,8S)-1-Fluoro-4-methoxy-6,7,8,9-tetrahydro-5H-5,8-epiminocyclohepta[c]pyridine